P(=O)(OC[N+]1=C(C(=CC=C1)C1=CC(=NO1)CC=1C=NC(=CC1)OCC1=NC=CC(=C1C)OCC(F)(F)F)N)(O)[O-] (2-amino-3-(3-((6-((3-methyl-4-(2,2,2-trifluoroethoxy)pyridin-2-yl)methoxy)pyridin-3-yl)methyl)isoxazol-5-yl)pyridin-1-ium-1-yl)methyl hydrogen phosphate